C(C(C)C)NCC=1C=C(C(N(C1)CC(F)(F)F)=O)C(=O)NC1=CC(=CC=C1)C(CC1=NN=CN1C)(C)C 5-((Isobutylamino)methyl)-N-(3-(2-methyl-1-(4-methyl-4H-1,2,4-triazol-3-yl)propan-2-yl)phenyl)-2-oxo-1-(2,2,2-trifluoroethyl)-1,2-dihydropyridine-3-carboxamide